(R)-7-methoxy-2-methyl-N-(1-(3-nitro-5-(trifluoromethyl)phenyl)ethyl)-6-(1,2,3,6-tetrahydropyridin-4-yl)pyrido[2,3-d]pyrimidin-4-amine COC=1C(=CC2=C(N=C(N=C2N[C@H](C)C2=CC(=CC(=C2)C(F)(F)F)[N+](=O)[O-])C)N1)C=1CCNCC1